OCC(CCCCCCC)(CO)CO 1,1,1-tris(hydroxymethyl)octane